C1(=CC=CC=C1)C1=NNC(=C1C(F)(F)F)C1=CC=C(C=C1)Cl 3-phenyl-5-(p-chlorophenyl)-4-(trifluoromethyl)-1H-pyrazole